BrC=1C=CC=C2C(CCOC12)C=1N=CNC1 4-(8-bromochroman-4-yl)-1H-imidazole